1-[(1S,9S)-4-methoxy-17-methyl-17-azatetracyclo[7.5.3.01,10.02,7]heptadeca-2(7),3,5-trien-5-yl]-N,N-dimethylpyrrolidin-3-amine COC1=CC=2[C@@]34C([C@H](CC2C=C1N1CC(CC1)N(C)C)N(CC4)C)CCCC3